N(=O)N1CC=2N(CC1)C(=NN2)C(F)(F)F 7-nitroso-3-(trifluoromethyl)-5,6,7,8-tetrahydro-[1,2,4]triazolo[4,3-a]pyrazine